N2,N6-bis(t-butoxycarbonyl)-L-lysine C(C)(C)(C)OC(=O)N[C@@H](CCCCNC(=O)OC(C)(C)C)C(=O)O